FC=1C(=NC(=NC1)N[C@H]1[C@@H](COCC1)O)C1=CC=C2C(C=C(N(C2=C1)C(C)C)CN1C[C@@H]2[C@H](C1)COC2)=O 7-(5-fluoro-2-(((3S,4R)-3-hydroxytetrahydro-2H-pyran-4-yl)amino)pyrimidin-4-yl)-1-isopropyl-2-(((3aR,6aS)-tetrahydro-1H-furo[3,4-c]pyrrol-5(3H)-yl)methyl)quinolin-4(1H)-one